CC1=CC=C(C=C1)S(=O)(=O)O[C@@H](C(=O)NC1=NC=C(C=C1)Cl)C (R)-1-((5-chloropyridin-2-yl)amino)-1-oxopropan-2-yl 4-methylbenzenesulfonate